9-amino-2,6-dimethyl-2,3,4,6-tetrahydrobenzo[H][1,6]naphthyridin-5(1H)-one NC1=CC2=C(N(C(C=3CCC(NC23)C)=O)C)C=C1